bis(5-nitroso-8-hydroxyquinoline) copper (II) [Cu+2].N(=O)C1=C2C=CC=NC2=C(C=C1)O.N(=O)C1=C2C=CC=NC2=C(C=C1)O